5-(2-(dimethylamino)ethoxy)-N-(1-(3-(1-ethyl-1H-pyrazol-3-yl)-5-(1-isopropyl-1H-pyrazol-4-yl)phenyl)cyclopropyl)-2-methylbenzamide CN(CCOC=1C=CC(=C(C(=O)NC2(CC2)C2=CC(=CC(=C2)C=2C=NN(C2)C(C)C)C2=NN(C=C2)CC)C1)C)C